(S)-N-((S)-3,4-dihydro-2H-pyrano[3,2-b]pyridin-4-yl)-4-(5-(5-fluoro-2-methoxypyridin-4-yl)-1H-pyrazole-3-carbonyl)-4-azaspiro[2.5]octane-7-carboxamide O1CC[C@@H](C2=NC=CC=C21)NC(=O)[C@H]2CCN(C1(CC1)C2)C(=O)C2=NNC(=C2)C2=CC(=NC=C2F)OC